4-(4-amino-7-chloro-2-(2-methyl-4-nitrophenyl)pyrazolo[1,5-a]pyrazin-3-yl)-N-(cyclobutylmethyl)-2-methoxybenzamide NC=1C=2N(C(=CN1)Cl)N=C(C2C2=CC(=C(C(=O)NCC1CCC1)C=C2)OC)C2=C(C=C(C=C2)[N+](=O)[O-])C